OC1=C(C=C(C=C1)C(C)(C)C1=CC=C(C=C1)C(C)(C1=CC(=C(C=C1)O)C)C1=CC(=C(C=C1)O)C)C 4,4'-[1-{4-[1-(4-Hydroxy-3-methylphenyl)-1-methylethyl]phenyl}ethylidene]bis(2-methylphenol)